OC=1C=C(C(=O)C=2C=C(C(=O)O)C=CC2)C=CC1 3-(3-hydroxybenzoyl)benzoic acid